4-(4-amino-2-chloro-phenyl)-7-hydroxy-chromen-2-one NC1=CC(=C(C=C1)C1=CC(OC2=CC(=CC=C12)O)=O)Cl